(E)-3-(4-hydroxy-3-methoxyphenyl)-1-(4-((2-nitrophenyl)sulfonyl)piperazin-1-yl)prop-2-en-1-one OC1=C(C=C(C=C1)/C=C/C(=O)N1CCN(CC1)S(=O)(=O)C1=C(C=CC=C1)[N+](=O)[O-])OC